glycerine tris(2-mercaptoacetate) SCC(=O)OCC(OC(CS)=O)COC(CS)=O